4-butyl-benzeneAmine C(CCC)C1=CC=C(C=C1)N